(R)-3-((3-(2-ethoxy-1,1,1,3,3,3-hexafluoropropan-2-yl)-3-(4-fluorophenethyl)pyrrolidin-1-yl)methyl)pyridine C(C)OC(C(F)(F)F)(C(F)(F)F)[C@]1(CN(CC1)CC=1C=NC=CC1)CCC1=CC=C(C=C1)F